FC1=C(N=CC2=C1N=C(N=C2N2CC1CCNCC1=CC2)OCC21CCCN1CCC2)C2=CC=CC1=CC=CC(=C21)F 6-(8-fluoro-7-(8-fluoronaphthalen-1-yl)-2-((hexahydro-1H-pyrrolizin-7a-yl)methoxy)Pyrido[4,3-d]Pyrimidin-4-yl)hexahydro-2,6-naphthyridine